Cl.Cl.Cl.C(C)OC1=CC=C(C=C1)C1=NC2=C(N1)C=CC(=C2)C2=NC1=C(N2)C=CC(=C1)N1CCN(CC1)C 2'-(4-Ethoxyphenyl)-5-(4-methyl-1-piperazinyl)-2,5'-bi-1H-benzimidazol trihydrochlorid